NC(CC(=O)O)CC(=O)O β-glutamic acid